(2S,3S)-3-(4-bromothiazol-2-yl)-2-((tert-butoxycarbonyl)amino)-3-(2-oxa-6-azaspiro[3.3]heptan-6-yl)propanoic acid BrC=1N=C(SC1)[C@H]([C@@H](C(=O)O)NC(=O)OC(C)(C)C)N1CC2(COC2)C1